(5-(ethyl-(phenyl)amino)-2,4-dihydroxy-6-(1-methyl-1H-pyrazol-3-yl)pyridin-3-yl)methanone C(C)N(C=1C(=C(C(=NC1C1=NN(C=C1)C)O)C=O)O)C1=CC=CC=C1